OC(CN(C(=O)C1=NNC(=C1)C1=NC2=CC=CC=C2C(=C1)C1(CC1)NC(C1=C(C=C(C=C1)COCC=1N=CSC1)C)=O)C)(C)C N-(2-hydroxy-2-methylpropyl)-N-methyl-5-(4-(1-(2-methyl-4-((thiazol-4-ylmethoxy)methyl)benzamido)cyclopropyl)quinolin-2-yl)-1H-pyrazole-3-carboxamide